3-[3-(1H-Benzimidazol-2-ylsulfanylmethyl)-4-methoxyphenyl]-1-(2-hydroxyphenyl)prop-2-en-1-one N1C(=NC2=C1C=CC=C2)SCC=2C=C(C=CC2OC)C=CC(=O)C2=C(C=CC=C2)O